C(C)OC(=O)C1=C(N=C(S1)N(C)C(=O)OC(C)(C)C)C 2-[(tert-Butoxycarbonyl)(methyl)amino]-4-methylthiazole-5-carboxylic acid ethyl ester